N-ethoxy-4-((2-(N-methylsulfamoylamino)phenyl)amino)nicotinamide C(C)ONC(C1=CN=CC=C1NC1=C(C=CC=C1)NS(NC)(=O)=O)=O